3-[4-[9-[[4-[(3R,5R)-5-[(5-bromo-1-methyl-6-oxo-pyridazin-4-yl)amino]-1-methyl-3-piperidyl]phenyl]methyl]-3,9-diazaspiro[5.5]undecan-3-yl]-2-methyl-phenyl]piperidine-2,6-dione BrC1=C(C=NN(C1=O)C)N[C@@H]1C[C@@H](CN(C1)C)C1=CC=C(C=C1)CN1CCC2(CCN(CC2)C2=CC(=C(C=C2)C2C(NC(CC2)=O)=O)C)CC1